Benzonitrile trifluoroacetate FC(C(=O)O)(F)F.C(C1=CC=CC=C1)#N